3-[[4-(1H-indol-3-yl)imidazo[2,1-f][1,2,4]triazine-2-yl]amino]piperidine-1-carboxylic acid tert-butyl ester C(C)(C)(C)OC(=O)N1CC(CCC1)NC1=NN2C(C(=N1)C1=CNC3=CC=CC=C13)=NC=C2